7-cyano-2-(2,6-dioxopiperidin-3-yl)-1-oxoisoindoline-5-carboxylic acid C(#N)C=1C=C(C=C2CN(C(C12)=O)C1C(NC(CC1)=O)=O)C(=O)O